2-Dodecyl-N-(2,2,6,6-tetramethylpiperidinyl)succinimide C(CCCCCCCCCCC)C1C(=O)N(C(C1)=O)N1C(CCCC1(C)C)(C)C